FC=1C=C(C=C(C1)F)C1CC=NN1C(=O)N1C=NC=C1 (5-(3,5-difluorophenyl)-4,5-dihydro-1H-pyrazol-1-yl)(1H-imidazol-1-yl)methanone